C(#N)N1NN=C(C(=N1)C1=CC=C(C=C1)OC)C(F)(F)F 3-cyano-5-(4-methoxyphenyl)-6-(trifluoromethyl)-1,2,4-triazazine